ClC1=C(C(=NN1C)C1=C(C=CC=C1)C(F)(F)F)C=O 5-CHLORO-1-METHYL-3-[2-(TRIFLUOROMETHYL)PHENYL]-1H-PYRAZOLE-4-CARBOXALDEHYDE